N1N=NN=C1C1=CC=C(C=C1)C(C(=O)NC=1SC(=CN1)Cl)C1CC(CC1)(F)F 2-(4-(1H-tetrazol-5-yl)phenyl)-N-(5-chlorothiazol-2-yl)-2-(3,3-difluorocyclopentyl)acetamide